ClC1=CC=C(C=C1)NC1=CC(C=2C3=C(N=C(C2C1=O)CC)N(C(N(C3=O)C)=O)C)=O 8-((4-chlorophenyl)amino)-6-ethyl-2,4-dimethylpyrimido[4,5-c]isoquinoline-1,3,7,10(2H,4H)-tetraone